2,6-dicyclohexyl-N,N'-bis(4-isopropylphenyl)-N,N'-bis(4-t-butylphenyl)anthracene-9,10-diamine C1(CCCCC1)C1=CC2=C(C3=CC=C(C=C3C(=C2C=C1)N(C1=CC=C(C=C1)C(C)(C)C)C1=CC=C(C=C1)C(C)C)C1CCCCC1)N(C1=CC=C(C=C1)C(C)(C)C)C1=CC=C(C=C1)C(C)C